(4S,5S)-2,2,5,7-Tetramethyl-4-(phenylamino)octan-3-one CC(C)(C([C@H]([C@H](CC(C)C)C)NC1=CC=CC=C1)=O)C